((2R,3S,4R,5R)-3,4-Dihydroxy-5-(4-(hydroxyamino)-7H-pyrrolo[2,3-d]pyrimidin-7-yl)tetrahydrofuran-2-yl)methyl isobutyrate C(C(C)C)(=O)OC[C@H]1O[C@H]([C@@H]([C@@H]1O)O)N1C=CC2=C1N=CN=C2NO